N-(5-(6-methoxyimidazo[1,2-a]pyridin-3-yl)-8-(methylamino)-2,7-naphthyridin-3-yl)cyclopropanecarboxamide COC=1C=CC=2N(C1)C(=CN2)C2=C1C=C(N=CC1=C(N=C2)NC)NC(=O)C2CC2